methyl (S)-1-((6-((3'-(5-(((2-(4-aminobutanamido)ethyl)amino)methyl) picolinamido)-2,2'-dichloro-[1,1'-biphenyl]-3-yl)carbamoyl)pyridin-3-yl)methyl)piperidine-2-carboxylate NCCCC(=O)NCCNCC=1C=CC(=NC1)C(=O)NC=1C(=C(C=CC1)C1=C(C(=CC=C1)NC(=O)C1=CC=C(C=N1)CN1[C@@H](CCCC1)C(=O)OC)Cl)Cl